FC1=C(OC2=C3C(=NC=C2)NC=C3C3=C(C=C(C#N)C=C3)C(C)C)C(=CC(=C1)NC=1OC[C@@](CN1)(C)CO)F |r| (+/-)-4-[4-(2,6-difluoro-4-{[5-(hydroxymethyl)-5-methyl-5,6-dihydro-4H-1,3-oxazin-2-yl]amino}phenoxy)-1H-pyrrolo[2,3-b]pyridin-3-yl]-3-(propan-2-yl)benzonitrile